BrC=1C=C2C(=CC1)C(N(CC21CC1)CC(=O)NC1CC(C1)C(C)(C)O)=O 2-(6-bromo-1-oxospiro[3H-isoquinoline-4,1'-cyclopropane]-2-yl)-N-[3-(2-hydroxy-prop-2-yl)cyclobutyl]acetamide